CN(C)C(C)OC(C)N(C)C bis(N,N-dimethylamino-2-ethyl) ether